2-ethoxy-6-methoxy-1H-benzimidazole C(C)OC1=NC2=C(N1)C=C(C=C2)OC